OCC1=C(C=CC(=C1)C)C(C)O 1-(2-(hydroxymethyl)-4-methylphenyl)ethane-1-ol